4-(1-(2,2-difluoroethyl)-3-phenyl-1H-pyrazol-4-yl)-6,7-dimethoxypyrido[3,2-d]pyrimidine FC(CN1N=C(C(=C1)C=1C2=C(N=CN1)C=C(C(=N2)OC)OC)C2=CC=CC=C2)F